C1(CC1)C1=NC=NC(=C1C=1N=C2CCCC=3C2=C(N1)N(N3)CC3=CC=C(C=C3)C=3N(C=C(N3)C(F)(F)F)C)OC (4-cyclopropyl-6-methoxypyrimidin-5-yl)-2-(4-(1-methyl-4-(trifluoromethyl)-1H-imidazol-2-yl)benzyl)-2,6,7,8-tetrahydropyrazolo[3,4,5-de]quinazoline